FC1=NN2C(N=CC3=C2C(CN3C(=O)OC(C)(C)C)(C(F)(F)F)C)=C1F tert-butyl 2,3-difluoro-8-methyl-8-(trifluoromethyl)-7,8-dihydro-6H-pyrazolo[1,5-a]pyrrolo[2,3-e]pyrimidine-6-carboxylate